2-(6-amino-5-benzyloxy-pyrazin-2-yl)-3-methyl-5-(trifluoromethyl)phenol NC1=C(N=CC(=N1)C1=C(C=C(C=C1C)C(F)(F)F)O)OCC1=CC=CC=C1